2,2,6,6-tetramethylpiperidino sebacate C(CCCCCCCCC(=O)[O-])(=O)ON1C(CCCC1(C)C)(C)C